NC1=C(OCCO)C=CC=C1 2-(2-aminophenoxy)ethan-1-ol